C(C)(C)(C)OC(=O)N1CCC(CC1)C(CC(=O)O)NC(C1=CC(=CC=C1)C1=NOC(=N1)C)=O 3-(1-tert-butoxycarbonyl-4-piperidinyl)-3-[[3-(5-methyl-1,2,4-oxadiazol-3-yl)benzoyl]amino]propanoic acid